2-fluoro-N-(methyl(oxo)(pyridin-4-yl)-λ6-sulfaneylidene)-4-(5-(trifluoromethyl)-1,2,4-oxadiazol-3-yl)benzamide FC1=C(C(=O)N=S(C2=CC=NC=C2)(=O)C)C=CC(=C1)C1=NOC(=N1)C(F)(F)F